1,1-bis(4-methoxyphenyl)-2-p-bromophenyl-2-phenyl-ethylene COC1=CC=C(C=C1)C(=C(C1=CC=CC=C1)C1=CC=C(C=C1)Br)C1=CC=C(C=C1)OC